CC1C2(CC3CC(CC1C3)C2)CC(=O)OC=2C(=C(C=CC2)[S+](C2=CC=CC=C2)C2=C(C(=CC=C2)OC(CC23C(C1CC(CC(C2)C1)C3)C)=O)OC)OC bis[2-methyladamantylacetyloxy-methoxyphenyl]phenylsulfonium